BrC1=CC=C(C2=CC=CC=C12)C1=CC=C(C2=CC=CC=C12)Br 4,4'-dibromo-1,1'-binaphthyl